Tert-butyl 2-(7-bromo-2-morpholinopyrido[2,3-d]pyrimidin-4-yl)hydrazine-1-carboxylate BrC=1C=CC2=C(N=C(N=C2NNC(=O)OC(C)(C)C)N2CCOCC2)N1